6-[4-(difluoromethyl)phenyl]-N-[(2S)-1-hydroxypropan-2-yl]-3-oxo-2-(pyridin-3-yl)-2,3-dihydropyridazin-4-carboxamide FC(C1=CC=C(C=C1)C=1C=C(C(N(N1)C=1C=NC=CC1)=O)C(=O)N[C@H](CO)C)F